Isopropyl (1S,3S)-3-((2-methyl-6-(1-methyl-5-((((4-nitrophenoxy) carbonyl)oxy) methyl)-1H-1,2,3-triazol-4-yl)pyridin-3-yl)oxy)cyclohexane-1-carboxylate CC1=NC(=CC=C1O[C@@H]1C[C@H](CCC1)C(=O)OC(C)C)C=1N=NN(C1COC(=O)OC1=CC=C(C=C1)[N+](=O)[O-])C